CCCC(=O)OP(=O)(O)O The molecule is an acyl monophosphate where the acyl groups is butanoyl. It is a conjugate acid of a butanoyl phosphate(2-).